2,4-diphenyl-6-(2-(2'-(pyridin-3-yl)spiro[cyclohexane-1,9'-fluoren]-7'-yl)phenyl)-1,3,5-triazine C1(=CC=CC=C1)C1=NC(=NC(=N1)C1=CC=CC=C1)C1=C(C=CC=C1)C1=CC=C2C=3C=CC(=CC3C3(C2=C1)CCCCC3)C=3C=NC=CC3